S(=O)(=O)(O)CCN[C@@H](CCC(=O)O)C(=O)O N-(2-sulfoethyl)glutamic acid